ClCCCC(=O)N(C1=NNC=2CCCCC12)C 4-chloro-N-methyl-N-(4,5,6,7-tetrahydro-1H-indazol-3-yl)butanamide